4-(aminomethyl)-6-(5'-chloro-1',2-dimethyl-1'H,2H-[3,4'-bipyrazol]-4-yl)phthalazin-1(2H)-one NCC1=NNC(C2=CC=C(C=C12)C1=C(N(N=C1)C)C=1C=NN(C1Cl)C)=O